(1S,9S)-1-amino-9-ethyl-9-hydroxy-4,5-dimethyl-1,2,3,9,12,15-hexahydro-10H,13H-benzo[de]pyrano[3',4':6,7]indolizino[1,2-b]quinoline-10,13-dione N[C@H]1CCC=2C=3C1=C1C(=NC3C=C(C2C)C)C2=CC3=C(C(N2C1)=O)COC([C@]3(O)CC)=O